C(C)C(CN(CC(CCCC)CC)CN1N=NC2=C1C=CC=C2)CCCC 1-[N,N-bis(2-ethylhexyl)aminomethyl]-benzotriazole